C(C1=CC=CC=C1)OC(COC[C@@]12C[C@H](N([C@H]2C1)C(=O)OC(C)(C)C)C(=O)OC)=O 2-(tert-butyl) 3-methyl (1S,3S,5R)-5-((2-(benzyloxy)-2-oxoethoxy)methyl)-2-azabicyclo[3.1.0]hexane-2,3-dicarboxylate